FC(C1=CC=C(C=C1)CCCNC1=CC=C(C=C1)NC(CCCCCC)=O)(F)F N-(4-((3-(4-(Trifluoromethyl)phenyl)propyl)amino)phenyl)heptanamid